tert-butyl 2-(2,5-difluorophenoxy)-6-azaspiro[3.5]nonane-6-carboxylate FC1=C(OC2CC3(C2)CN(CCC3)C(=O)OC(C)(C)C)C=C(C=C1)F